5-[(1R)-1-amino-8-azaspiro[4.5]decan-8-yl]-2-(2,3-dichlorophenyl)pyridin-3-ol N[C@@H]1CCCC12CCN(CC2)C=2C=C(C(=NC2)C2=C(C(=CC=C2)Cl)Cl)O